NC1=C(C=C(C=N1)C=1C=C2N(N1)CCC21CN(C1)C(=O)NC1(CCC1)C1=C(C=CC=C1)F)OC(F)F 2'-[6-amino-5-(difluoromethoxy)pyridin-3-yl]-N-[1-(2-fluorophenyl)cyclobutyl]-5',6'-dihydrospiro[azetidine-3,4'-pyrrolo[1,2-b]pyrazole]-1-carboxamide